(2-(3,5-dimethoxy-4-methylphenylamino)-5-methylpyrimidin-4-ylamino)benzo[d]oxazol-2(3H)-one COC=1C=C(C=C(C1C)OC)NC1=NC=C(C(=N1)NN1C(OC2=C1C=CC=C2)=O)C